2-(Chloromethyl)-5,6,7-trifluoroquinazolin-4(3H)-one ClCC1=NC2=CC(=C(C(=C2C(N1)=O)F)F)F